The molecule is a dicarboxylic acid monoamide obtained by the formal condensation of amino group of L-glutamic 5-semialdehyde with one of the carboxy groups of succinic acid. It has a role as an Escherichia coli metabolite. It is a dicarboxylic acid monoamide and a glutamic semialdehyde. It derives from a L-glutamic 5-semialdehyde and a succinic acid. It is a conjugate acid of a N-succinyl-L-glutamic 5-semialdehyde(2-). C(C[C@@H](C(=O)O)NC(=O)CCC(=O)O)C=O